2,3-dimethylimidazol-3-ium-1-sulfonyl fluoride (Trifluoromethanesulfonate) FC(S(=O)(=O)[O-])(F)F.CC=1N(C=C[N+]1C)S(=O)(=O)F